5-(4-fluorobenzeneYl)-1-tetrahydropyran-2-yl-6-tetrahydropyran-4-yl-pyrazolo[4,3-g]Isoquinoline FC1=CC=C(C=C1)C1=C(N=CC2=CC3=C(C=C12)C=NN3C3OCCCC3)C3CCOCC3